(1R,5S)-1-(naphthalene-2-yl)-3-azabicyclo[3.1.0]hexane C1=C(C=CC2=CC=CC=C12)[C@@]12CNC[C@H]2C1